C(C)S(=O)(=O)NC1=C(C=C(C=C1)C1=NNC(=C1C(=O)N)NC1=NC=CN=C1)OC1CCCC2=CC(=CC=C12)F 3-{4-ethane-sulfonamido-3-[(6-fluoro-1,2,3,4-tetrahydro-naphthalen-1-yl)oxy]phenyl}-5-[(pyrazin-2-yl)amino]-1H-pyrazole-4-carboxamide